OCC(CO[Si]1(OCC(CO1)C)CCC[S-])C.[Na+] sodium 3-[2-(3-hydroxy-2-methylpropoxy)-5-methyl-[1,3,2]dioxasilinan-2-yl]propanethiolate